1'-(8-iodoimidazo[1,2-C]pyrimidin-5-yl)-5,7-dihydrospiro[cyclopenta[C]pyridin-6,4'-piperidin]-4-amine IC=1C=2N(C(=NC1)N1CCC3(CC1)CC1=C(C=NC=C1N)C3)C=CN2